2-hydroxy-2-methyl-1-[2-(2-hydroxyethoxy)phenyl]propan-1-one OC(C(=O)C1=C(C=CC=C1)OCCO)(C)C